ClC1=C(C=CC=C1)CN1N=C(C=C1C1=CC(=CC=C1)OCC1CCCC1)COC(C(=O)O)(C)C 2-[[1-[(2-Chlorophenyl)methyl]-5-[3-(cyclopentylmethoxy)phenyl]pyrazol-3-yl]methoxy]-2-methyl-propanoic acid